C=C[C@H]1CN2CC[C@H]1C[C@@H]2[C@H](C3=CC=NC4=CC=CC=C34)O The molecule is cinchonan in which a hydrogen at position 9 is substituted by hydroxy (S configuration). It occurs in the bark of most varieties of Cinchona shrubs, and is frequently used for directing chirality in asymmetric synthesis. It has a role as a metabolite. It is a cinchona alkaloid and an (8xi)-cinchonan-9-ol. It derives from a hydride of a cinchonan.